4-[[2-[5-methyl-1-[4-(trifluoromethoxy)phenyl]pyrazol-3-yl]-3,3a,4,5,6,6a-hexahydro-1H-cyclopenta[c]pyrrol-5-yl]methyl]morpholine CC1=CC(=NN1C1=CC=C(C=C1)OC(F)(F)F)N1CC2C(C1)CC(C2)CN2CCOCC2